perfluoroheptoyl fluoride FC(C(=O)F)(C(C(C(C(C(F)(F)F)(F)F)(F)F)(F)F)(F)F)F